spiro[piperidine-4,3'-pyrrolo[3,2-b]pyridin]-2'(1'H)-one N1C(C2(C3=NC=CC=C31)CCNCC2)=O